(benzyloxy)-6-chloro-5-iodo-N,2-dimethylpyridin-4-amine C(C1=CC=CC=C1)OC=1C(=NC(=C(C1NC)I)Cl)C